(R)-((2-(2-amino-6-chloropyridin-4-yl)-6-(3-methylmorpholino)pyrimidin-4-yl)imino)dimethyl-λ6-sulfanone NC1=NC(=CC(=C1)C1=NC(=CC(=N1)N=S(=O)(C)C)N1[C@@H](COCC1)C)Cl